OP(O)OP(O)O.OCC(O)CO glycerol diphosphite